C1(CC1)C1=C(C=CC(=N1)C(=O)NC1=CC(=CC=C1)[C@H](C)SC1=NN=CN1C)C (S)-6-cyclopropyl-5-methyl-N-(3-(1-((4-methyl-4H-1,2,4-triazol-3-yl)thio)ethyl)phenyl)picolinamide